4-((2-cyano-4-fluorophenyl)thio)-6-(1-((1S,3S)-3-hydroxycyclohexyl)-5-methyl-1H-pyrazol-4-yl)pyrazolo[1,5-a]pyridine-3-carbonitrile C(#N)C1=C(C=CC(=C1)F)SC=1C=2N(C=C(C1)C=1C=NN(C1C)[C@@H]1C[C@H](CCC1)O)N=CC2C#N